(1S,3S)-3-((6-(4-((((3-fluorobenzyl)(methyl)carbamoyl)oxy)methyl)-3-methylisoxazol-5-yl)-2-methyl-pyridin-3-yl)oxy)cyclohexane-1-carboxylic acid FC=1C=C(CN(C(=O)OCC=2C(=NOC2C2=CC=C(C(=N2)C)O[C@@H]2C[C@H](CCC2)C(=O)O)C)C)C=CC1